1-bromo-3-(diethoxyphosphorylmethyl)benzene BrC1=CC(=CC=C1)CP(=O)(OCC)OCC